COC(C1=C(C=C(C=C1)OC1OCCCC1)N1CCNCC1)=O 2-(piperazin-1-yl)-4-((tetrahydro-2H-pyran-2-yl)oxy)benzoic acid methyl ester